BrC1=CC=C(C=C1)C1(CCC1)C(=O)O 1-(4-bromophenyl)cyclobutane-1-carboxylic acid